BrC1=CC(=C(OCC=2C=NC=C(C#N)C2)C=C1OCOCCOC)C=O 5-((4-bromo-2-formyl-5-((2-methoxyeth-oxy)methoxy)phenoxy)methyl)nicotinonitrile